ClC=1C(=C(C=CC1)C(C(=O)O)(F)F)C(=O)OC 2-(3-chloro-2-methoxycarbonyl-phenyl)-2,2-difluoro-acetic acid